4-chloro-5-nitro-1H-pyrrolo[2,3-b]pyridine ClC1=C2C(=NC=C1[N+](=O)[O-])NC=C2